(4-chlorophenyl)-N-(2-(cyclopropylmethyl)-1,2,3,4-tetrahydroisoquinolin-7-yl)propanamide ClC1=CC=C(C=C1)C(C(=O)NC1=CC=C2CCN(CC2=C1)CC1CC1)C